(E)-1-(3-(1-methylcyclohexyl)acryloyl)-5,6-dihydropyridin-2(1H)-one CC1(CCCCC1)/C=C/C(=O)N1C(C=CCC1)=O